ClC1=CC=C(C=C1)C=1N=C2N(C=CC=C2)C1CN1CC2N(C(C1)C2)C(=O)C2CCCC2 (3-{[2-(4-Chlorophenyl)imidazo[1,2-a]pyridin-3-yl]methyl}-3,6-diazabicyclo[3.1.1]hept-6-yl)(cyclopentyl)methanone